(Z)-3-fluoro-4-(4-(pyrimidin-5-yl)-6-(trifluoromethyl)-1H-benzo[d][1,2,3]triazol-1-yl)but-2-en-1-amine F\C(=C/CN)\CN1N=NC2=C1C=C(C=C2C=2C=NC=NC2)C(F)(F)F